O=C1NC=CC=C1S(=O)(=O)NC(=O)C=1C(=NC(=CC1)C1=CC=CC=C1)OC1=C(C=C(C=C1C)C)C N-[(2-Oxo-1H-pyridin-3-yl)sulfonyl]-6-phenyl-2-(2,4,6-trimethylphenoxy)pyridin-3-carboxamid